2-(2-chloro-5-((S or R)-1-(((R)-phenyl((R)-1,2,3,4-tetrahydropyrido[2,3-b]pyrazin-3-yl)methyl)amino)propan-2-yl)phenyl)-2-methylpropanoic acid ClC1=C(C=C(C=C1)[C@@H](CN[C@@H]([C@H]1CNC2=C(N1)N=CC=C2)C2=CC=CC=C2)C)C(C(=O)O)(C)C |o1:7|